BrCCCCCCOC(CCCCC(OC\C=C\CCC)OC\C=C\CCC)=O 6,6-bis(((E)-hex-2-en-1-yl)oxy)hexanoic acid 6-bromohexyl ester